ethyl 5-chloro-2-methyl-thiazole-4-carboxylate ClC1=C(N=C(S1)C)C(=O)OCC